C(#N)C1=CC(=C(N)C=C1)C(F)(F)F 4-cyano-2-trifluoromethylaniline